ClC=1C(=C(CN2CCC(CC2)(C(=O)O)CC2=NC(=CC=C2C)NC2=NNC(=C2)C)C=CC1)F 1-(3-chloro-2-fluorobenzyl)-4-((3-methyl-6-((5-methyl-1H-pyrazol-3-yl)amino)pyridin-2-yl)methyl)piperidine-4-carboxylic acid